OC(C=CC1C(=CC(CC1(C)C)=O)C)C 4-(3-Hydroxy-1-butenyl)-3,5,5-trimethyl-2-cyclohexene-1-one